N-cyclohexyl-5-(4-bromophenyl)pyrazolo[1,5-a]pyrimidin-7-amine C1(CCCCC1)NC1=CC(=NC=2N1N=CC2)C2=CC=C(C=C2)Br